tert-Butyl-N-[[3-methyl-4-methylsulfonyl-7-[4-(trifluoromethoxy)phenyl]benzimidazol-5-yl]methyl]carbamate C(C)(C)(C)OC(NCC1=C(C2=C(N=CN2C)C(=C1)C1=CC=C(C=C1)OC(F)(F)F)S(=O)(=O)C)=O